FC1=CC=C(C=C1)S(=O)(=O)NC=1C=C(C=CC1O)NC(=O)C1=CC=C(C=C1)C1=CC(=CC(=C1)C(F)(F)F)C(F)(F)F N-(3-((4-fluorophenyl)sulfonylamino)-4-hydroxyphenyl)-3',5'-bis(trifluoromethyl)-[1,1'-biphenyl]-4-carboxamide